N1(CCNCC1)CCN(CCCCCCC(C(=O)[O-])(CCCCCCCC)CCCCCC)CCCCCCC(C(=O)[O-])(CCCCCCCC)CCCCCC ((2-(piperazin-1-yl)ethyl)azanediyl)bis(hexane-6,1-diyl)bis(2-hexyldecanoate)